9-(2-(3-(3,4-bis(trifluoromethyl)phenyl)ureido)ethoxy)nonanoic acid FC(C=1C=C(C=CC1C(F)(F)F)NC(NCCOCCCCCCCCC(=O)O)=O)(F)F